4'-((benzylcarbamoyl)(trans-4-((5-cyanopyridin-2-yl)amino)cyclohexyl)amino)biphenyl-4-carboxamide C(C1=CC=CC=C1)NC(=O)N(C1=CC=C(C=C1)C1=CC=C(C=C1)C(=O)N)[C@@H]1CC[C@H](CC1)NC1=NC=C(C=C1)C#N